COC(=O)C=1OC2=C(C1N(CC(C1CC3(OCCO3)CCO1)(F)F)CCN=[N+]=[N-])C=C(C=C2)C(F)(F)F 3-((2-azidoethyl)(2,2-difluoro-2-(1,4,8-trioxaspiro[4.5]dec-7-yl)ethyl)amino)-5-(trifluoromethyl)benzofuran-2-carboxylic acid methyl ester